2,9-bis(1-naphthyl)-10-phenylanthracene-1,3,4,5,6,7,8-d7 C1(=CC=CC2=CC=CC=C12)C1=C(C2=C(C3=C(C(=C(C(=C3C(=C2C(=C1[2H])[2H])C1=CC=CC=C1)[2H])[2H])[2H])[2H])C1=CC=CC2=CC=CC=C12)[2H]